C(C)N(C(C1=C(C=CC(=C1)F)N1C=C(C=2C1=CN=CC2)C(=O)C2CCN(CC2)C(=O)[C@H]2N[C@@H]1C[C@@H]([C@H]2C1)F)=O)C(C)C N-Ethyl-5-fluoro-2-(3-(1-((1S,3S,4S,5S)-5-fluoro-2-azabicyclo[2.2.1]heptane-3-carbonyl)piperidine-4-carbonyl)-1H-pyrrolo[2,3-c]pyridin-1-yl)-N-isopropylbenzamide